F(=O)O.CN1N=CC(=C1C1=NC(=NC=C1F)N1CCC(CC1)C(=O)NCC1=CN=C(S1)C)C 1-(4-(1,4-dimethyl-1H-pyrazol-5-yl)-5-fluoropyrimidin-2-yl)-N-((2-methylthiazol-5-yl)methyl)piperidine-4-carboxamide fluorite